2-(4-{[(3R)-1-methylpiperidin-3-yl]amino}phthalazin-1-yl)-5-(1-methyl-1H-pyrrol-3-yl)phenol CN1C[C@@H](CCC1)NC1=NN=C(C2=CC=CC=C12)C1=C(C=C(C=C1)C1=CN(C=C1)C)O